C(C=CC1=CC=CC=C1)[Pd]Cl cinnamyl-palladium(II) chloride